BrC1C2(C3=CC=CC=C3C1)CCCCC2 bromo-2',3'-dihydrospiro[cyclohexane-1,1'-indene]